NC1=CC=C2C(=N1)N(N=C2C2=NOC(N2)=O)C2=CC=C(C=C2)C(F)(F)F 3-(6-Amino-1-(4-(trifluoromethyl)phenyl)-1H-pyrazolo[3,4-b]pyridin-3-yl)-1,2,4-oxadiazol-5(4H)-one